2-[[(2S)-2-[[(2S,3S)-2-(9H-fluoren-9-ylmethoxycarbonylamino)-3-methylpentanoyl]-methylamino]-4-methylpentanoyl]amino]-2-methylpropanoic acid C1=CC=CC=2C3=CC=CC=C3C(C12)COC(=O)N[C@H](C(=O)N([C@H](C(=O)NC(C(=O)O)(C)C)CC(C)C)C)[C@H](CC)C